methyl 2-(3-bromo-2-methylphenyl)-7-iodo-1H-benzo[d]imidazole-5-carboxylate BrC=1C(=C(C=CC1)C1=NC2=C(N1)C(=CC(=C2)C(=O)OC)I)C